Cl(=O)(=O)(=O)O.C(C)N(C1=CC=CC=C1)CC N,N-diethylaniline perchlorate